NC(C)C=1C=C(C=C2C(N(C(=NC12)N1CC2(COC2)CCC1)C)=O)C 8-(1-aminoethyl)-3,6-dimethyl-2-(2-oxa-6-azaspiro[3.5]nonan-6-yl)quinazolin-4(3H)-one